2,4-diamino-o-cresol NC1(CC(=CC=C1O)N)C